N-Acetylgalactosamine C(C)(=O)N[C@H]1C(O)O[C@@H]([C@@H]([C@@H]1O)O)CO